FC1=C(C=C(C(=C1)C)F)B1OC(C(O1)(C)C)(C)C 2-(2,5-difluoro-4-methyl-phenyl)-4,4,5,5-tetramethyl-1,3,2-dioxaborolane